C(#C)C1=CC=C(C=C1)S 4-ethynyl-benzenethiol